ClC1=CC=C(C=C1)C1=CC2=C(N=CN(C2=O)CCS(=O)(=O)C)C(=N1)C=1C=NC=CC1 6-(4-chlorophenyl)-3-(2-(methylsulfonyl)ethyl)-8-(pyridin-3-yl)pyrido[3,4-d]pyrimidin-4(3H)-one